N-(1H-indol-3-yl)-4-phenylpiperidine-1-carboxamide N1C=C(C2=CC=CC=C12)NC(=O)N1CCC(CC1)C1=CC=CC=C1